4-chloro-6-(oxazol-2-yl)quinolin-7-ol ClC1=CC=NC2=CC(=C(C=C12)C=1OC=CN1)O